6-(((3-fluoro-6-(1-methyl-1H-pyrazol-4-yl)pyrazolo[1,5-a]pyridin-4-yl)oxy)methyl)-3-azabicyclo[3.1.1]heptane FC=1C=NN2C1C(=CC(=C2)C=2C=NN(C2)C)OCC2C1CNCC2C1